CC=1N=C(SC1CCC(=O)N1C[C@H]([C@@H](CC1)C(=O)O)C1=CC=CC=C1)C=1C=NC(=CC1)C.C1(CC1)C=1C=CC(=C(COC2OCCCC2)C1)SC ((5-cyclopropyl-2-(methylthio)benzyl)oxy)tetrahydro-2H-pyran (3R,4R)-1-{[4-methyl-2-(6-methylpyridin-3-yl)-1,3-thiazol-5-yl]Ethyl-carbonyl}-3-phenylpiperidine-4-carboxylate